N-[6-(2-aminopyrimidin-5-yl)-2-(oxetan-3-yloxy)-3-pyridyl]-3-(4-fluorophenyl)-5-methyl-isoxazole-4-carboxamide NC1=NC=C(C=N1)C1=CC=C(C(=N1)OC1COC1)NC(=O)C=1C(=NOC1C)C1=CC=C(C=C1)F